N,N-di-2-ethylhexylbenzothiazolylsulfenamide CCN(SC=1SC2=C(N1)C(=CC=C2)CCCCCC)CC